3-(3-triethylsilyl-1-imidazolidinyl)propyl-methyl-diethoxysilane C(C)[Si](N1CN(CC1)CCC[Si](OCC)(OCC)C)(CC)CC